C(C)(C)(C)OC(=O)N1N=C(C2=CC(=C(C=C12)OCCOC)F)I 5-fluoro-3-iodo-6-(2-methoxy-ethoxy)-indazole-1-carboxylic acid tert-butyl ester